1-methyl-2,3-propanediol CCC(CO)O